1-(2-{6-[3-Ethoxy-4-(1H-tetrazol-5-yl)-phenyl]-pyrimidin-4-ylamino}-ethyl)-7-fluoro-4-methoxy-1H-indol-2-carbonitril C(C)OC=1C=C(C=CC1C1=NN=NN1)C1=CC(=NC=N1)NCCN1C(=CC2=C(C=CC(=C12)F)OC)C#N